2-(3,5-dichloro-4-((1-cyclobutyl-6-oxo-1,6-dihydropyridin-3-yl)oxy)phenyl)-3,5-dioxo-2,3,4,5-tetrahydro-1,2,4-triazine-6-carbonitrile ClC=1C=C(C=C(C1OC1=CN(C(C=C1)=O)C1CCC1)Cl)N1N=C(C(NC1=O)=O)C#N